N-(4'-cyano-2'-(4-methyl-4H-1,2,4-triazol-3-yl)-[1,1'-biphenyl]-3-yl)-5-formyl-2-oxo-1-(2,2,2-trifluoroethyl)-1,2-dihydropyridine-3-carboxamide C(#N)C1=CC(=C(C=C1)C1=CC(=CC=C1)NC(=O)C=1C(N(C=C(C1)C=O)CC(F)(F)F)=O)C1=NN=CN1C